BrCC=1N=C(OC1)C1=CC(=C(C=C1)OC(F)F)OC(C)C 4-bromomethyl-2-(4-difluoromethoxy-3-isopropoxyphenyl)oxazole